(R)-3-(2-aminoacetamido)-2-(isobutoxymethyl)-N-(1-(naphthalen-1-yl)ethyl)benzamide NCC(=O)NC=1C(=C(C(=O)N[C@H](C)C2=CC=CC3=CC=CC=C23)C=CC1)COCC(C)C